(5'S,7a'R)-1-(4-methoxypyridin-2-yl)-5'-phenyltetrahydro-3'H-spiro[piperidine-4,2'-pyrrolo[2,1-b][1,3]oxazol]-3'-one COC1=CC(=NC=C1)N1CCC2(C(N3[C@H](O2)CC[C@H]3C3=CC=CC=C3)=O)CC1